nicotinic acid p-methoxyphenyl ester COC1=CC=C(C=C1)OC(C1=CN=CC=C1)=O